2-[1-[2-chloro-4-[[2,6-dioxo-3-piperidyl]amino]phenyl]-4-hydroxy-4-piperidyl]acetic acid ClC1=C(C=CC(=C1)NC1C(NC(CC1)=O)=O)N1CCC(CC1)(O)CC(=O)O